4-[[(2S,3s,4r,5r)-3-[3,4-difluoro-2-(tridecylmethoxy)phenyl]-4,5-dimethyl-5-(trifluoromethyl)tetrahydrofuran-2-carbonyl]amino]-1-oxo-pyridin-1-ium-2-carboxamide FC=1C(=C(C=CC1F)[C@H]1[C@H](O[C@]([C@@H]1C)(C(F)(F)F)C)C(=O)NC1=CC([N+](C=C1)=O)C(=O)N)OCCCCCCCCCCCCCC